ClC1=C2C(OC(C2=C(C(=C1Cl)Cl)Cl)=O)(C1=C(N(C2=CC=CC=C12)CC)C)C1=C(C=C(C=C1)N(CC)CC)OCC 4,5,6,7-Tetrachloro-3-(4-(diethylamino)-2-ethoxyphenyl)-3-(1-ethyl-2-methyl-1H-indol-3-yl)-1(3H)-isobenzofuranone